COC(=O)C=1C=NC=2C=CCNC2C1 5H-1,5-naphthyridine-3-carboxylic acid methyl ester